BrC(C)CCCCCCCC(CCCC)C 2-bromo-10-methyltetradecane